7-(Bromomethyl)-5-(difluoromethoxy)-3-methyl-1,2-dihydroquinoxalin-2-one BrCC1=CC(=C2N=C(C(NC2=C1)=O)C)OC(F)F